O1C=NC2=C1C=CC=C2NC2=NC=C(C(=N2)C=2C=C1N(CCN(C1=O)CC1=C(C=CC(=C1)F)CO)C2)C 7-(2-(benzo[d]oxazol-4-ylamino)-5-methylpyrimidin-4-yl)-2-(5-fluoro-2-(hydroxymethyl)benzyl)-3,4-dihydropyrrolo[1,2-a]pyrazine-1(2H)-one